(E)-3-(3-(3,5-bis(trifluoromethyl)phenyl)-1H-1,2,4-triazol-1-yl)-2-(6-fluoropyridin-2-yl)acrylamide FC(C=1C=C(C=C(C1)C(F)(F)F)C1=NN(C=N1)/C=C(/C(=O)N)\C1=NC(=CC=C1)F)(F)F